NC1=C(C=CC=C1)NC(C1=CC=C(C=C1)CNC1=NC=CC(=N1)C=1C=NC=CC1)=O N-(2-AMINOPHENYL)-4-([[4-(PYRIDIN-3-YL)PYRIMIDIN-2-YL]AMINO]METHYL)BENZAMIDE